1-acetyl-N-(4-(chlorodifluoromethoxy)phenyl)-3,3-dimethyl-4-(1H-pyrazol-5-yl)indoline-6-carboxamide C(C)(=O)N1CC(C2=C(C=C(C=C12)C(=O)NC1=CC=C(C=C1)OC(F)(F)Cl)C1=CC=NN1)(C)C